FC(C1=CC=C(C=C1)CS(=O)(=O)NC1=C(C=C(C=C1F)C1=NC=2C=NC(=NC2N(C1=O)C(C)C)NC1CCC(CC1)N(C)C)F)F 1-[4-(Difluoromethyl)phenyl]-N-[4-[2-[[4-(dimethylamino)cyclohexyl]amino]-8-isopropyl-7-oxo-pteridin-6-yl]-2,6-difluoro-phenyl]methanesulfonamide